(1S,2S,4R,8S,9S,11S,12S,13R)-8-(2-{[1-(2-Aminoacetyl)azetidin-2-yl]oxy}acetyl)-11-hydroxy-9,13-dimethyl-6-propyl-5,7-dioxapentacyclo[10.8.0.02,9.04,8.013,18]icosa-14,17-dien-16-one NCC(=O)N1C(CC1)OCC(=O)[C@@]12OC(O[C@@H]1C[C@H]1[C@@H]3CCC4=CC(C=C[C@@]4([C@H]3[C@H](C[C@]21C)O)C)=O)CCC